2-ethoxy-2-(5-(3-(4-(4-fluorobenzoyl)-2-propylphenoxy)propoxy)-1H-indazol-1-yl)acetic acid C(C)OC(C(=O)O)N1N=CC2=CC(=CC=C12)OCCCOC1=C(C=C(C=C1)C(C1=CC=C(C=C1)F)=O)CCC